1-(3-(4-bromophenyl)oxetan-3-yl)-4-chloro-1H-indazole-7-carboxylic acid BrC1=CC=C(C=C1)C1(COC1)N1N=CC2=C(C=CC(=C12)C(=O)O)Cl